6-(2,2-difluoro-2H-1,3-benzodioxol-5-yl)-4-(1-{[6-(methoxymethyl)-2-pyridinyl]methyl}-1H-1,2,3-triazol-4-yl)-2-pyrimidinylamine FC1(OC2=C(O1)C=CC(=C2)C2=CC(=NC(=N2)N)C=2N=NN(C2)CC2=NC(=CC=C2)COC)F